OC1=C(C=C(C=C1OC)C=C(C(=O)OCC(CCCC)CC)C(=O)OCC(CCCC)CC)OC [(4-hydroxy-3,5-dimethoxyphenyl)methylene]propanedioic acid, bis(2-ethylhexyl) ester